ClC1=C(C=CC=C1)C1=CC=C(C=C1)F 2-chloro-4'-fluoro-1,1'-biphenyl